6-chloro-5'-(5-chloro-2-methylphenyl)-2'-(6-(difluoromethoxy)-4-methoxypyridin-3-yl)-3'-isopropyl-3'H-spiro[indoline-3,4'-pyrrolo[3,4-d]imidazole]-2,6'(5'H)-dione ClC1=CC=C2C(=C1)NC(C21N(C(C=2N=C(N(C21)C(C)C)C=2C=NC(=CC2OC)OC(F)F)=O)C2=C(C=CC(=C2)Cl)C)=O